C(CC)[C@@H]1CC[C@H](CC1)C1CCC(CC1)=O 4-(trans-4-n-propyl-cyclohexyl)cyclohexanone